C(#N)C1=C(C(=CC=C1)OC)[C@@H](C(=O)N[C@H](C(=O)O)CCN(CCCCC1=NC=2NCCCC2C=C1)C[C@@H](CF)OC)C (S)-2-((S)-2-(2-cyano-6-methoxyphenyl)propanamido)-4-(((S)-3-fluoro-2-methoxypropyl)(4-(5,6,7,8-tetrahydro-1,8-naphthyridin-2-yl)butyl)amino)butanoic acid